2-methylpropyl (E)-3-[2-fluoro-3-[[6-[2-(oxan-2-yl)pyrazol-3-yl]pyridin-3-yl]oxymethyl]phenyl]prop-2-enoate FC1=C(C=CC=C1COC=1C=NC(=CC1)C=1N(N=CC1)C1OCCCC1)/C=C/C(=O)OCC(C)C